N-(1-Isopropyl-4-nitro-2-oxo-3-pyrrolin-3-yl)amin C(C)(C)N1C(C(=C(C1)[N+](=O)[O-])N)=O